tert-Butyl (2R,4S)-4-fluoro-2-methyl-4-(4-methyl-4H-1,2,4-triazol-3-yl)piperidine-1-carboxylate F[C@@]1(C[C@H](N(CC1)C(=O)OC(C)(C)C)C)C1=NN=CN1C